3-aminomethyl-4-methylthio-6-methylpyridin-2(1H)-one NCC=1C(NC(=CC1SC)C)=O